ClC1=CC=C(C=C1)[C@](CC1=NOC(=N1)CN1C(N(C(=CC1=O)C)C)=O)([2H])O 3-({3-[(2R)-2-(4-chlorophenyl)-2-hydroxy(2-2H)ethyl]-1,2,4-oxadiazol-5-yl}methyl)-1,6-dimethyl-1,2,3,4-tetrahydropyrimidine-2,4-dione